6-((6-(benzo[d]thiazol-2-ylamino)-5-methylpyridazin-3-yl)(2-(methylamino)ethyl)amino)-3-(1-(cyclohexylmethyl)-5-methyl-1H-pyrazol-4-yl)picolinic acid S1C(=NC2=C1C=CC=C2)NC2=C(C=C(N=N2)N(C2=CC=C(C(=N2)C(=O)O)C=2C=NN(C2C)CC2CCCCC2)CCNC)C